titanium Titanium [Ti].[Ti]